O.C[N+]1(CCOCC1)[O-] n-methylmorpholine N-oxide monohydrate